FC(C(=O)O)(F)F.NC1=NC=2N(C=C1C#CCC1CCN(CC1)C1CC(C1)OC1CCNCC1)C=C(N2)C2=C(C=CC=C2)O 2-[7-amino-6-[3-[1-[3-(4-piperidyloxy)cyclobutyl]-4-piperidyl]prop-1-ynyl]imidazo[1,2-a]pyrimidin-2-yl]phenol trifluoroacetate